2-(5-((4-((2-Ethyl-4-phenylthiazol-5-yl)oxy)pyridin-2-yl)amino)pyridin-2-yl)propan-2-ol C(C)C=1SC(=C(N1)C1=CC=CC=C1)OC1=CC(=NC=C1)NC=1C=CC(=NC1)C(C)(C)O